N1N=NN=C1C1=C(C=CC=C1)C1=NC(=CC(=C1)NC(CC1=CC=C(C=C1)C)=O)N1CC(OC(C1)C)C N-(2-(2-(1H-tetrazol-5-yl)phenyl)-6-(2,6-dimethylmorpholino)pyridin-4-yl)-2-(p-tolyl)acetamide